diCyclopropanecarboxamide C1CC1C(=O)NC(=O)C2CC2